barium pelargonate C(CCCCCCCC)(=O)[O-].[Ba+2].C(CCCCCCCC)(=O)[O-]